3-((5-Bromo-2-hydroxy-3-methylphenyl)sulfonamido)-5-(1-cyanocyclobutyl)-2-hydroxy-N-methylbenzamide BrC=1C=C(C(=C(C1)S(=O)(=O)NC=1C(=C(C(=O)NC)C=C(C1)C1(CCC1)C#N)O)O)C